COC(C[C@@H](CC=1C=NC2=CC=CC=C2C1)N=[N+]=[N-])=O.C(C)(C)[Si](OCC)(OCC)OCC i-propyl-triethoxysilane Methyl-(3R)-3-azido-4-(3-quinolyl)butanoate